C1(CC1)C1=NN(C2=C1C(=NC=C2NCCCCNC(OC(C)(C)C)=O)C2=CC(=C(C=C2)S(=O)(=O)C)C)C2OCCCC2 tert-butyl N-[4-[[3-cyclopropyl-4-(3-methyl-4-methylsulfonyl-phenyl)-1-tetrahydropyran-2-yl-pyrazolo[4,3-c]pyridin-7-yl]amino]butyl]carbamate